NCC(CO)(C)C 3-amino-2,2-dimethyl-1-Propanol